4,4-di-t-butyl-peroxyvaleric acid-n-butyl ester C(CCC)OOC(CCC(C)(C(C)(C)C)C(C)(C)C)=O